CN1N=C(C(=C1)N)[N+](=O)[O-] 1-methyl-3-nitro-1H-pyrazole-4-amine